C(C)(CC)N(C(C(=O)C1=CNC2=CC=C(C=C12)OC)=O)C N-(sec-butyl)-2-(5-methoxy-1H-indol-3-yl)-N-methyl-2-oxoacetamide